CNC(C(C(=O)N[C@H](C)C1=CC=CC=C1)C1=CC=C(C=C1)C1=CC=C(C=C1)CCC)=O N-Methyl-N'-[(1R)-1-phenylethyl]-2-{4'-propyl-[1,1'-biphenyl]-4-yl}propanediamide